styrylphenyl ether sulfate ammonium salt [NH4+].S(=O)(=O)([O-])[O-].C(=CC1=CC=CC=C1)OC1=CC=CC=C1.[NH4+]